isocyanohexyl methacrylate C(C(=C)C)(=O)OCCCCCC[N+]#[C-]